BrC1=C2C(OC3(C2=CC=C1)CNC3)=O bromo-3'H-spiro[azetidine-3,1'-isobenzofuran]-3'-one